C(C)(C)(C)C1=CC=C(C=C1)[C@H](C)NC(=O)C1=CC=C2C(=C(N(C2=C1)C)C)CC=1C=C(O[C@H](C(=O)O)C)C=CC1Cl (S)-2-(3-((6-(((S)-1-(4-(tert-butyl)phenyl)ethyl)carbamoyl)-1,2-dimethyl-1H-indol-3-yl)methyl)-4-chlorophenoxy)propanoic acid